FC1=C(C(=CC=C1)F)[C@H]1CC(=NO1)C=1N=C(SC1)C1CCN(CC1)C(CN1N=C(C=C1C)C(F)(F)F)=O 1-(4-{4-[(5R)-5-(2,6-difluorophenyl)-4,5-dihydro-1,2-oxazole-3-yl]-1,3-thiazol-2-yl}piperidin-1-yl)-2-[5-methyl-3-(trifluoromethyl)-1H-pyrazol-1-yl]ethanone